(2S,3R)-3-pentyloxiran C(CCCC)[C@@H]1CO1